C[C@H]1N([C@@H](CN(C1)C=1SC2=C(N1)C=CC(=C2)C(F)(F)F)C)C(=O)OC2CC1(CN(C1)CC1=CC=C(C=C1)F)C2 2-[(4-fluorophenyl)methyl]-2-azaspiro[3.3]heptan-6-yl (2R,6R)-2,6-dimethyl-4-[6-(trifluoromethyl)-1,3-benzothiazol-2-yl]piperazine-1-carboxylate